C(C)OC1=C(C=CC=C1)C1N(CCC1)C1CC2(C1)CCN(CC2)C(=O)OC(C)(C)C tert-butyl 2-(2-(2-ethoxyphenyl)pyrrolidin-1-yl)-7-azaspiro[3.5]nonane-7-carboxylate